OB1OC(C2=C1C=C(C=C2)C(=O)NC2CN(CC2NC(=O)C=2C=CC1=C(B(OC1(C)C)O)C2)C(CCC(=O)N[C@@H](CCC(=O)O)C(=O)O)=O)(C)C (4-(3,4-bis(1-hydroxy-3,3-dimethyl-1,3-dihydrobenzo[c][1,2]oxaborole-6-carboxamido)pyrrolidin-1-yl)-4-oxobutanoyl)-L-glutamic acid